Selenium Maleimide C1(C=CC(N1)=O)=O.[Se]